5-Methyl-2-(4-(pyridin-2-yl)piperazin-1-yl)pyrimidin-4-amine CC=1C(=NC(=NC1)N1CCN(CC1)C1=NC=CC=C1)N